[4-(tert-butyl-dimethyl-siloxy)-1-methyl-butyl]-phenyl-p-tolyl-amine C(C)(C)(C)[Si](OCCCC(C)N(C1=CC=C(C=C1)C)C1=CC=CC=C1)(C)C